CC1=NN=C(C2=C1CC(C2)CNCCC2CN(C(O2)=O)C=2C=CC=1OCC(NC1N2)=O)C 6-[5-[2-[(1,4-dimethyl-6,7-dihydro-5H-cyclopenta[d]pyridazin-6-yl)methylamino]ethyl]-2-oxo-1,3-oxazolidin-3-yl]-4H-pyrido[3,2-b][1,4]oxazin-3-one